BrC1=C2C=CN(C2=C(C=C1C)F)S(=O)(=O)C1=CC=C(C)C=C1 4-bromo-7-fluoro-5-methyl-1-tosyl-1H-indole